(R)-8-(2-(3-(2-(methoxymethoxy)phenyl)-5-methyl-7,8-dihydro-5H-pyrido[3',4':4,5]pyrrolo[2,3-c]pyridazin-6(9H)-yl)pyrimidin-5-yl)-1,4-dioxa-8-azaspiro[4.5]decane COCOC1=C(C=CC=C1)C1=CC2=C(N=N1)NC1=C2[C@H](N(CC1)C1=NC=C(C=N1)N1CCC2(OCCO2)CC1)C